ClC1=CC(=C(C=C1)C=1C(=CC2=CC(=C(C=C2C1)OC)C1=C(C=C(C=C1)Cl)F)OC)F 3,7-bis(4-chloro-2-fluorophenyl)-2,6-dimethoxynaphthalene